5-bromo-N-(tert-butyl)-3-methylpyridine-2-sulfonamide BrC=1C=C(C(=NC1)S(=O)(=O)NC(C)(C)C)C